ONC(/C=C/C1=C(C=CC=C1)NC(=O)[C@@H]1[C@@H](C1)C1=CC=CC=C1)=O (1S,2R)-N-(2-((E)-3-(hydroxyamino)-3-oxoprop-1-en-1-yl)phenyl)-2-phenylcyclopropane-1-carboxamide